ClC1=C(C=CC=C1)N1C(SCC1CO)=N (3-(2-chlorophenyl)-2-iminothiazolidin-4-yl)methanol